C(C)(=O)SCC=1OC2=C(N1)C=CC(=C2)C S-((6-methylbenzo[d]oxazol-2-yl) methyl) thioacetate